N-(4,4-difluoro-1,1-dioxo-3,4-dihydro-2H-1λ6-benzothiopyran-8-yl)-2-methylpyrimidine-5-carboxamide FC1(CCS(C2=C1C=CC=C2NC(=O)C=2C=NC(=NC2)C)(=O)=O)F